(2R,3S)-1-allyl-3-(4-bromophenyl)azetidine-2-carbonitrile C(C=C)N1[C@H]([C@H](C1)C1=CC=C(C=C1)Br)C#N